FC1=CC=C(CB2OC(C(O2)(C)C)(C)C)C=C1 2-(4-fluorobenzyl)-4,4,5,5-tetramethyl-1,3,2-dioxaborolane